(5-amino-8-bromoquinolin-6-yl)-[7-fluoro-2-(oxetan-2-yl)indazol-4-yl]methanone NC1=C2C=CC=NC2=C(C=C1C(=O)C=1C2=CN(N=C2C(=CC1)F)C1OCC1)Br